1-((2-chlorophenyl)methyl)-8-nitro-2,3-dihydro-imidazo[1,2-a]pyridin-5(1H)-one ClC1=C(C=CC=C1)CN1CCN2C1=C(C=CC2=O)[N+](=O)[O-]